SCCC(CSCCS)CSCC(SCCS)CCS 5,9-bis(mercaptoethyl)-1,12-dimercapto-3,7,10-trithiadodecane